N1C=C(C2=CC=CC=C12)CCNC(O)=O.NCCC1=CNC2=CC=CC=C12 tryptamine ((2-(1H-indol-3-yl) ethyl) carbamate)